C1=C(C=CC=2C3=CC=CC=C3CC12)N 2-fluorene-amine